C1(CC1)\C=C\1/C[C@H]2[C@@H]([C@@H]([C@H]1C2)C2(CC(=CC=C2OC)C2=CC(=CC=C2F)C(=O)N)C(=O)N)C(=O)NCC2(CCC2)C 3-((1R,2R,3S,4S,E)-6-(cyclopropylmethylene)-3-(((1-methylcyclobutyl)methyl)aminocarbonyl)bicyclo[2.2.1]hept-2-yl)-6'-fluoro-4-methoxy-[1,1'-biphenyl]-3,3'-dicarboxamide